OC[C@@]12CO[C@@H](CN1C(=O)OC(C)(C)C)C2 Tert-butyl (1R,4S)-4-(hydroxymethyl)-2-oxa-5-azabicyclo[2.2.1]heptane-5-carboxylate